CS(=O)(=O)OC[C@@H]1N(CCC1)C(=O)OC(C)(C)C tert-butyl (2R)-2-(methylsulfonyloxymethyl)pyrrolidine-1-carboxylate